C1(=CC=CC=C1)N1CC2(CCN(C2)C=2C=C(C(=O)NCCCCC(=O)O)C=CN2)CC1 5-(2-(7-phenyl-2,7-diazaspiro[4.4]nonan-2-yl)isonicotinamido)pentanoic acid